BrCC1=CC=C(C=C1)C=1C=C(C=CC1C(=O)OC)C1=CC=CC=C1 methyl 4''-(bromomethyl)-[1,1':3',1''-terphenyl]-4'-carboxylate